C(C)C(CN(CC(CCCC)CC)CC1=CC=CC=2NN=NC21)CCCC (N,N-bis(2-ethylhexyl)aminomethyl)-1,2,3-benzotriazol